NC1=C(C(=NN1C(C)C)C1=CC=C(C=C1)CC(=O)NC1=CC(=NO1)C1=C(C=C(C(=C1)CN(C)C)Cl)Cl)C(=O)N 5-Amino-3-[4-[2-[[3-[2,4-dichloro-5-[(dimethylamino)methyl]phenyl]isoxazol-5-yl]amino]-2-oxoethyl]phenyl]-1-isopropyl-pyrazole-4-carboxamide